ClC=1C=C(C=CC1)N1N=CC(=C1)CC(=O)NC1=NNC(=C1)C1CC1 2-(1-(3-chlorophenyl)-1H-pyrazol-4-yl)-N-(5-cyclopropyl-1H-pyrazol-3-yl)acetamide